C(C1=CC(=CC=C1)OC)(=O)[O-] 3-anisate